CC=1N(C(C=C(C1)O)=O)C1(CC1)CF Methyl-1-(1-(fluoromethyl)cyclopropyl)-4-hydroxy-6-oxo-1,6-dihydropyridine